benzyl (2S)-3-(3-aminophenyl)-2-[(tert-butoxycarbonyl)amino]propanoate NC=1C=C(C=CC1)C[C@@H](C(=O)OCC1=CC=CC=C1)NC(=O)OC(C)(C)C